1-(tert-butoxycarbonyl)-4-(dimethylamino)pyrrolidine C(C)(C)(C)OC(=O)N1CCC(C1)N(C)C